C(N)(=O)C=1C=C(C=CC1F)N1N(CC(=C1C)C)CC1CCC(CC1)(F)F N-(3-carbamoyl-4-fluorophenyl)-2-[(4,4-difluorocyclohexyl)methyl]-4,5-dimethylpyrazole